(S)-2-((S)-3-(((R)-1,1-difluoro-6-(5,6,7,8-tetrahydro-1,8-naphthyridin-2-yl)hexan-2-yl)(methyl)amino)pyrrolidin-1-yl)-2-(3-fluoro-5-isopropyl-2-methoxyphenyl)acetic acid FC([C@@H](CCCCC1=NC=2NCCCC2C=C1)N([C@@H]1CN(CC1)[C@H](C(=O)O)C1=C(C(=CC(=C1)C(C)C)F)OC)C)F